COC1=CC=C(C=C1)S(=O)(=O)N1N=C(C=C1C(=O)N)C1=CC(=C(C(=C1)OC)OC)OC ((4-methoxyphenyl)sulfonyl)-3-(3,4,5-trimethoxyphenyl)-1H-pyrazole-5-carboxamide